COCC1CN(CCC1)CC1=CC=C(C=C1)C=1C=C2C(=NC1)NC=C2C=2C=NC(=CC2)OC 5-(4-((3-(methoxymethyl)piperidin-1-yl)methyl)phenyl)-3-(6-methoxypyridin-3-yl)-1H-pyrrolo[2,3-b]pyridine